4-((4-methyl-5-phenyl-4H-1,2,4-triazol-3-yl)methyl)benzoyl-hydrazine CN1C(=NN=C1C1=CC=CC=C1)CC1=CC=C(C(=O)NN)C=C1